[Na].NC1=C2C(NNC(C2=CC=C1)=O)=O 5-amino-2,3-dihydro-1,4-phthalazinedion sodium salt